((cis)-5-(4-(2-fluoropropane-2-yl)-6-methylpyrimidin-2-yl)hexahydropyrrolo[3,4-c]pyrrol-2(1H)-yl)methanone FC(C)(C)C1=NC(=NC(=C1)C)N1C[C@@H]2[C@H](C1)CN(C2)C=O